ClC1=C(C=C(C=C1)C=1CCOC2=C(C1C1=CC=C(C=C1)O[C@@H]1CN(CC1)CCCF)C=CC(=C2)O)C 4-(4-Chloro-3-methylphenyl)-5-[4-[(3S)-1-(3-fluoropropyl)pyrrolidin-3-yl]oxyphenyl]-2,3-dihydro-1-benzoxepin-8-ol